C(C1CCC(CC1)OCC1CO1)C1CCC(CC1)OCC1CO1 1,1'-Methylenebis[4-(glycidyloxy)cyclohexane]